[methyl[2-(1-methylimidazol-4-yl)-5H,6H,7H-cyclopenta[d]pyrimidin-4-yl]amino]acetic acid hydrochloride Cl.CN(C=1C2=C(N=C(N1)C=1N=CN(C1)C)CCC2)CC(=O)O